(4-(5-amino-2-(((1R,4R)-4-methoxycyclohexyl)amino)pyrido[4,3-d]pyrimidin-8-yl)phenyl) (morpholinyl) ketone N1(CCOCC1)C(=O)C1=CC=C(C=C1)C1=CN=C(C2=C1N=C(N=C2)NC2CCC(CC2)OC)N